BrC(=CC(=O)C1=CC=CC=C1)Br 3,3-dibromo-1-phenylpropan-2-en-1-one